3,6-dimethyl-2,4-dioxanone CC1OC(C(CO1)C)=O